FC(CN1N=CC=2C1=NC(=CN2)N2CCC1(CC(N(C1)C1=NC=CC(=C1)C(F)(F)F)=O)CC2)F 8-[1-(2,2-difluoroethyl)-1H-pyrazolo[3,4-b]pyrazin-6-yl]-2-[4-(trifluoromethyl)pyridin-2-yl]-2,8-diazaspiro[4.5]decan-3-one